6-chloro-1-(4-methoxybenzyl)-3,4-dihydroquinolin-2-one ClC=1C=C2CCC(N(C2=CC1)CC1=CC=C(C=C1)OC)=O